FC1=CC(=C(C=C1)NC(C)C=1C=C(C=C2C(N(C=3N(C12)C=NC3I)C)=O)C)C3=NN(C=N3)C 9-(1-((4-fluoro-2-(1-methyl-1H-1,2,4-triazol-3-yl)phenyl)amino)ethyl)-3-iodo-4,7-dimethylimidazo[1,5-a]quinazolin-5(4H)-one